C(=O)(O)C1=C(C=CC=C1)C1=C2C=CC(=CC2=CC2=CCCC=C12)N1CCNCC1 9-(2-carboxyphenyl)-6-(piperazin-1-yl)-3H-anthracene